1-[((3R)-6-butoxy-3-methyl-3,4-dihydronaphthalen-2-yl)methyl]-3-fluoroazetidine-3-carboxylic acid C(CCC)OC=1C=C2C[C@H](C(=CC2=CC1)CN1CC(C1)(C(=O)O)F)C